F[C@@]1(C[C@H](O)[C@@H](CO)O1)N1C=NC=2C(N)=NC=NC12 2'-deoxyfluoroadenosine